(S)-6-(1-amino-1,3-dihydrospiro[indene-2,4'-piperidine]-1'-yl)-3-(1-(3-cyclopropylphenyl)vinyl)-1,5-dihydro-4H-pyrazole N[C@@H]1C2=CC=CC=C2CC12CCN(CC2)C2=CC=C(C=C2C(=C)C2=NNCC2)C2CC2